methyl iodide, lithium salt [Li].CI